5-amino-2,4,6-triiodo-isophthaloyl dichloride NC=1C(=C(C(=C(C(=O)Cl)C1I)I)C(=O)Cl)I